C1(CC1)CC=1N(C(=CC1C=1SC=C(N1)C(=O)O)C1=CC(=CC=C1)C#CCC1CC1)CC1=CC(=C(C=C1)S(N)(=O)=O)F 2-(2-(cyclopropylmethyl)-5-(3-(3-cyclopropylprop-1-yn-1-yl)phenyl)-1-(3-fluoro-4-sulfamoylbenzyl)-1H-pyrrol-3-yl)thiazole-4-carboxylic acid